ClC1=CC(=C(C=C1)/C(/C#N)=C/C1=CC=CC=C1)F (Z)-2-(4-chloro-2-fluorophenyl)-3-phenyl-acrylonitrile